C(#N)C=1C=C(C=CC1)C1=CC(=CC=C1)C1N(OCC1)C1=CC(=NC=N1)NC=1C(=CC(=C(C1)NC(C=C)=O)N1CCC(CC1)N1CCN(CC1)C1CC1)OC N-(5-((6-(3-(3'-cyano-[1,1'-biphenyl]-3-yl)isoxazolidin-2-yl)pyrimidin-4-yl)amino)-2-(4-(4-cycloprop-ylpiperazin-1-yl)-piperidin-1-yl)-4-methoxyphenyl)-acrylamide